CC1(CNCCC1CN1C=NC(=CC1=O)C1=CC=CC=C1)C 3-((3,3-dimethylpiperidin-4-yl)methyl)-6-phenylpyrimidin-4(3H)-one